1-(4-(1H-pyrazol-4-yl)phenyl)-N-(naphthalen-2-yl)piperidine-4-carboxamide 1-(1H-imidazole-2-yl)-beta-carboline-3-carboxylate N1C(=NC=C1)C1=NC(=CC=2C3=CC=CC=C3NC12)C(=O)O.N1N=CC(=C1)C1=CC=C(C=C1)N1CCC(CC1)C(=O)NC1=CC2=CC=CC=C2C=C1